amino-1,1'-biphenyl-2-ylbis(adamantan-1-yl)(butyl)phosphine palladium chloride [Pd](Cl)Cl.NP(CCCC)(C12CC3CC(CC(C1)C3)C2)(C23CC1CC(CC(C2)C1)C3)C3=C(C=CC=C3)C3=CC=CC=C3